C(CCCCCCC)C1C(C1)CC(C(=O)OC1CCOCC1NC)CCCCOCC(COCCCCCCC)N(C)C 5-(methylamino)tetrahydro-2H-pyran-4-ol (2-octylcyclopropyl)methyl-6-(2-(dimethylamino)-3-(heptyloxy)propoxy)hexanoate